C(CCCCCCCCCCCCCCCCC)[NH+](C1=CC=CC=C1)CCCCCCCCCCCCCCCCCC dioctadecylanilinium